FC(C1=CC(=C(C=C1)F)[N+](=O)[O-])F 4-(difluoromethyl)-1-fluoro-2-nitrobenzene